2-[[4-[5-(trifluoromethyl)-1,2,4-oxadiazol-3-yl]phenyl]methyl]isoxazolidin-3-one FC(C1=NC(=NO1)C1=CC=C(C=C1)CN1OCCC1=O)(F)F